NC1=NC=C(C2=C1C(=C(N2C)Br)C2=CC=C(C=C2)OC2=NC(=CC=C2)C)C#N 4-amino-2-bromo-1-methyl-3-(4-((6-methylpyridin-2-yl)oxy)phenyl)-1H-pyrrolo[3,2-c]pyridine-7-carbonitrile